[Cl-].C(CCC)N1CN(C=C1)C=C 1-n-butyl-3-vinyl-imidazole chloride salt